N1=CC=C(C=C1)C=1NC(=NN1)C1(CCNCC1)NC=1C=C(C(=O)O)C=CC1 3-([4-[5-(pyridin-4-yl)-4H-1,2,4-triazol-3-yl]piperidin-4-yl]amino)benzoic acid